COC1=CC=C(COCCCCCC\C=C/CCCCCCCCC/C(=C/C(=O)OCC)/CCCCCCCCC)C=C1 ethyl (2E,13Z)-20-((4-methoxybenzyl) oxy)-3-nonyleicosa-2,13-dienoate